C[Si](O[Si](C)(C)CC\C=N\CCC[Si](C)(C)C)(C)CC\C=N\CCC[Si](C)(C)C (1E,1'E)-3,3'-(1,1,3,3-tetramethyldisiloxane-1,3-diyl)bis(N-(3-(trimethylsilyl)propyl)propan-1-imine)